PYRIDINE-5-CARBOXYLIC ACID PYRAZOLO[1,5-A]Pyrimidin-3-yl ester N1=CC(=C2N1C=CC=N2)OC(=O)C=2C=CC=NC2